Racemic-N-[[5-(trifluoromethyl)-2-pyridyl]methyl]-5,6,7,8-tetrahydroquinoxalin-5-amine FC(C=1C=CC(=NC1)CN[C@H]1C=2N=CC=NC2CCC1)(F)F |r|